CC1=NOC2=C1C=C(C=C2)C2=NC1=C(N2CCC)C=C(C=C1)C#N 2-(3-methylbenzo[d]isoxazol-5-yl)-1-propyl-1H-benzo[d]imidazole-6-carbonitrile